C([O-])([O-])=O.[Na+].[Na+] di-sodium carbonate